8-tert-butoxycarbonyl-8-azabicyclo[3.2.1]Octa-2-ene-3-boronic acid pinacol ester C(C)(C)(C)OC(=O)N1C2C=C(CC1CC2)B2OC(C)(C)C(C)(C)O2